N1=CN=C2NC=NC2=C1C=1C(=NC=CC1)NC=1C=C(C=NC1C)NC(C1=CC(=CC=C1)C(C)(C)C#N)=O N-(5-(3-(9H-purin-6-yl)pyridin-2-ylamino)-6-methylpyridin-3-yl)-3-(2-cyanopropan-2-yl)benzamide